2,4-dichloro-6,8-difluoro-5-methoxyquinazoline ClC1=NC2=C(C=C(C(=C2C(=N1)Cl)OC)F)F